ClC1=C(CN2CC=CC=C2F)C=CC(=C1)F N-(2-chloro-4-fluorobenzyl)-(6-fluoropyridine)